O1CCN(CC1)CCCNC(CC(C(=O)OC(CCCCCCCC)CCCCCCCC)CSCCC(=O)OCCCCCCCCCCCCCCCCCC)=O heptadecan-9-yl 4-((3-morpholinopropyl)amino)-2-(((3-(octadecyloxy)-3-oxopropyl)thio)methyl)-4-oxobutanoate